N-(3-methoxy-4-(3-((2-morpholinoethyl)amino)-6-((3-oxo-3,4-dihydropyrazin-2-yl)amino)-1H-pyrazolo[4,3-c]pyridin-1-yl)phenyl)methanesulfonamide COC=1C=C(C=CC1N1N=C(C=2C=NC(=CC21)NC2=NC=CNC2=O)NCCN2CCOCC2)NS(=O)(=O)C